CC=1C=NN(C1)C1=CC=C(C=O)C=C1 4-(4-methyl-1H-pyrazol-1-yl)benzaldehyde